tert-Butyl (S)-(3-(tert-butoxy)-1-((3,5-difluoropyridin-2-yl)amino)-1-oxopropan-2-yl)carbamate C(C)(C)(C)OC[C@@H](C(=O)NC1=NC=C(C=C1F)F)NC(OC(C)(C)C)=O